CC=1N=C(C=2C(N1)=CC(N(C2)C2(COCC2)C)=O)N[C@H](C)C2=CC(=CC=C2)S(F)(F)(F)(F)F 2-methyl-6-(3-methyltetrahydrofuran-3-yl)-4-(((R)-1-(3-(pentafluorosulfanyl)phenyl)ethyl)amino)pyrido[4,3-d]pyrimidin-7(6H)-one